CC1=C(C(=CC=C1)C)C1=CC(OC2=CC(=CC=C12)N([C@H](CC(=O)O)C)C)=O (S)-3-((4-(2,6-dimethylphenyl)-2-oxo-2H-chromen-7-yl)(methyl)amino)butanoic acid